1-(1Z-hexadecenyl)-2-(11Z-docosenoyl)-glycero-3-phospho-(1'-sn-glycerol) CCCCCCCCCCCCCC/C=C\OC[C@H](COP(=O)(O)OC[C@H](CO)O)OC(=O)CCCCCCCCC/C=C\CCCCCCCCCC